Tert-butyl (8-(5-(4-bromophenyl)-2-(cyclopentylamino)-1H-imidazol-1-yl)octyl)carbamate BrC1=CC=C(C=C1)C1=CN=C(N1CCCCCCCCNC(OC(C)(C)C)=O)NC1CCCC1